(1-methyl-1H-pyrazol-5-yl)-2,3-dihydro-1H-isoindole-1,3-dione CN1N=CC=C1N1C(C2=CC=CC=C2C1=O)=O